COC(CCOC(C)=O)C acetic acid (3-methoxy-1-butyl) ester